tert-Butyl N-[(3R,5R)-5-fluoro-1-[3-[[1-[4-(hydroxymethyl)cyclohexyl]-3-(trifluoromethyl)pyrazol-4-yl]carbamoyl]pyrazolo[1,5-a]pyrimidin-5-yl]-3-piperidyl]carbamate F[C@@H]1C[C@H](CN(C1)C1=NC=2N(C=C1)N=CC2C(NC=2C(=NN(C2)C2CCC(CC2)CO)C(F)(F)F)=O)NC(OC(C)(C)C)=O